6-((1H-pyrazol-1-yl)methyl)-5-fluorobenzo[d]isoxazol-3-amine N1(N=CC=C1)CC1=CC2=C(C(=NO2)N)C=C1F